1-bromo-3,5-undecadiene BrCCC=CC=CCCCCC